COC1=C(CC2=NC3=C(N2C=2C=C4CCC(NC4=CC2)=O)C=CC(=C3)C(=O)NC)C=CC=C1 2-(2-methoxybenzyl)-N-methyl-1-(2-oxo-1,2,3,4-tetrahydroquinolin-6-yl)-1H-benzo[d]imidazole-5-carboxamide